4-(cyclopropylamino)-6-(1H-pyrazol-4-yl)-N-(3-(pyridin-4-yl)propyl)quinoline-3-carboxamide C1(CC1)NC1=C(C=NC2=CC=C(C=C12)C=1C=NNC1)C(=O)NCCCC1=CC=NC=C1